C(C)(C)(C)OC(=O)N1C[C@@H]([C@H](CC1)CN1CCN(CC1)C1=CC=C2C(=NN(C2=C1)C)C1C(NC(CC1)=O)=O)F tert-butyl-(3R,4R)-4-((4-(3-(2,6-dioxopiperidin-3-yl)-1-methyl-1H-indazol-6-yl)piperazin-1-yl)methyl)-3-fluoropiperidine-1-carboxylate